1-[1-[4-(3-aminooxetan-3-yl)phenyl]pyrazol-3-yl]-3-[(4S)-8-chlorochroman-4-yl]urea NC1(COC1)C1=CC=C(C=C1)N1N=C(C=C1)NC(=O)N[C@H]1CCOC2=C(C=CC=C12)Cl